(2S,3R)-3-((2-oxabicyclo[2.2.2]octan-4-yl)methoxy)-2-amino-1-(4-(trifluoromethyl)piperidin-1-yl)butan-1-one C12OCC(CC1)(CC2)CO[C@@H]([C@@H](C(=O)N2CCC(CC2)C(F)(F)F)N)C